tert-butyl 8,8-dimethyl-1-oxa-9-azaspiro[5.5]undec-3-ene-9-carboxylate CC1(CC2(CC=CCO2)CCN1C(=O)OC(C)(C)C)C